3-[4-(azetidin-3-yl)phenyl]-2-methylsulfonyl-5-(trifluoromethyl)pyridine N1CC(C1)C1=CC=C(C=C1)C=1C(=NC=C(C1)C(F)(F)F)S(=O)(=O)C